BrC=1SC(=C(N1)CC)CO (2-Bromo-4-ethylthiazol-5-yl)methanol